N-{bicyclo[1.1.1]pentan-1-yl}-4-nitrobenzenesulfonamide C12(CC(C1)C2)NS(=O)(=O)C2=CC=C(C=C2)[N+](=O)[O-]